(R)-2-((1-(2-cyano-3-(4,4-difluoropiperidin-1-yl)-7-fluoroquinoxalin-5-yl)ethyl)amino)benzoic acid C(#N)C1=NC2=CC(=CC(=C2N=C1N1CCC(CC1)(F)F)[C@@H](C)NC1=C(C(=O)O)C=CC=C1)F